4-(8-fluoro-7-(8-fluoronaphthalen-1-yl)-2-((hexahydro-1H-pyrrolizin-7a-yl)methoxy)pyrido[4,3-d]pyrimidin-4-yl)-1,4-oxazepan FC1=C(N=CC2=C1N=C(N=C2N2CCOCCC2)OCC21CCCN1CCC2)C2=CC=CC1=CC=CC(=C21)F